(R)-1-((1H-pyrazolo[4,3-d]pyrimidin-3-yl)amino)-3-(3,4-dihydroisoquinolin-2(1H)-yl)propan-2-ol N1N=C(C=2N=CN=CC21)NC[C@H](CN2CC1=CC=CC=C1CC2)O